The molecule is a tetrapeptide composed of L-arginine, L-threonine and two L-cysteine units joined in sequence by peptide linkages. It has a role as a metabolite. It derives from a L-arginine, a L-threonine and a L-cysteine. C[C@H]([C@@H](C(=O)N[C@@H](CS)C(=O)N[C@@H](CS)C(=O)O)NC(=O)[C@H](CCCN=C(N)N)N)O